3-[4-fluoro-5-[4-[4-[[1-[6-[5-(1-methylcyclopropoxy)-1H-pyrazolo[3,4-c]pyridin-3-yl]pyrimidin-4-yl]-4-piperidyl]oxy]cyclohexoxy]-1-piperidyl]-1-oxo-isoindolin-2-yl]piperidine-2,6-dione FC1=C2CN(C(C2=CC=C1N1CCC(CC1)OC1CCC(CC1)OC1CCN(CC1)C1=NC=NC(=C1)C1=NNC2=CN=C(C=C21)OC2(CC2)C)=O)C2C(NC(CC2)=O)=O